N\C(\C1=CC=C(C=C1)OC(F)(F)F)=N/C1=C(C=CC=C1)/C(=C(/C(=C(/C1=CC=CC=C1)\[Pd]Cl)/C1=CC=CC=C1)\C1=CC=CC=C1)/C1=CC=CC=C1 ((1Z,3E)-4-(2-(((Z)-amino(4-(trifluoromethoxy)phenyl)methylene)amino)phenyl)-1,2,3,4-tetraphenylbuta-1,3-dien-1-yl)palladium(II) chloride